CC1=CC=C(C=C1)S(=O)(=O)OC1CN(CC(C1)C1CCCCC1)S(=O)(=O)N1CCOCC1 5-Cyclohexyl-1-(morpholinosulfonyl)piperidin-3-yl 4-methylbenzenesulfonate